C1(CC1)NC(=O)C=1N=CN2C1N=NN(C2=O)CCOC(F)(F)F N-Cyclopropyl-4-oxo-3-(2-(trifluoromethoxy)ethyl)-3,4-dihydroimidazo[5,1-d][1,2,3,5]tetrazine-8-carboxamide